2,2-diethoxyacetaldehyde C(C)OC(C=O)OCC